NCCN(CCN1C(N(CC1)CCN(CC#N)CCNCC#N)=O)CCNCC#N 2-((2-(3-(2-((2-aminoethyl)(2-((cyanomethyl)amino)ethyl)amino)ethyl)-2-oxoimidazolidin-1-yl)ethyl)(2-((cyanomethyl)amino)ethyl)amino)acetonitrile